1-(2-((1R,3S,5R)-3-((6-bromo-3-methylpyridin-2-yl)carbamoyl)-5-methyl-2-azabicyclo[3.1.0]hexan-2-yl)-2-oxoethyl)-N-(tert-butyl)-5-(2-methylpyrimidin-5-yl)-1H-indazole-3-carboxamide BrC1=CC=C(C(=N1)NC(=O)[C@H]1N([C@@H]2C[C@@]2(C1)C)C(CN1N=C(C2=CC(=CC=C12)C=1C=NC(=NC1)C)C(=O)NC(C)(C)C)=O)C